N-[1-(hydroxymethyl)cyclobutyl]-6-methyl-9-[4-(trifluoromethyl)phenyl]-9H-carbazole-3-carboxamide OCC1(CCC1)NC(=O)C=1C=CC=2N(C3=CC=C(C=C3C2C1)C)C1=CC=C(C=C1)C(F)(F)F